FC(C(=O)O)(F)F.FC1=C(C#N)C=CC=C1NC1=NC=C(C(=N1)NC=1C=CC2=C(NC(O2)=O)C1)C 2-fluoro-3-(5-methyl-4-(2-oxo-2,3-dihydrobenzo[d]oxazol-5-ylamino)pyrimidin-2-ylamino)benzonitrile trifluoroacetate salt